C(#N)[C@H](CC1=CC=C(C=C1)C1=CC=2N(C=C1)N=CC2C#N)NC(=O)[C@H]2OCNC2 (S)-N-((S)-1-cyano-2-(4-(3-cyanopyrazolo[1,5-a]pyridin-5-yl)phenyl)ethyl)-1,4-oxazolidine-2-carboxamide